1-benzyl 2-methyl (2S,5S)-5-propylpyrrolidine-1,2-dicarboxylate C(CC)[C@H]1CC[C@H](N1C(=O)OCC1=CC=CC=C1)C(=O)OC